C(CCCCCCCCC)C1=CC=C(C=C1)NC(=O)N1CC2CCC(C1)N2C(=O)OC(C)(C)C tert-butyl 3-((4-decylphenyl)carbamoyl)-3,8-diazabicyclo[3.2.1]octane-8-carboxylate